FC=1C=C(C=C(C1)F)C1=CC=C2CC(C(C2=C1)NC(O[C@@H]1CN2CCC1CC2)=O)(C)C (S)-quinuclidin-3-yl (6-(3,5-difluorophenyl)-2,2-dimethyl-2,3-dihydro-1H-inden-1-yl)carbamat